ClC1=CC=C(C=N1)[C@@H](CC=O)NC(OCC1=CC=CC=C1)=O (R)-benzyl (1-(6-chloropyridin-3-yl)-3-oxopropyl)carbamate